5-iodo-2-sulfanyl-benzoic acid IC=1C=CC(=C(C(=O)O)C1)S